[Na+].[Na+].[Na+].[Na+].C(CN(CC(=O)[O-])CC(=O)[O-])N(CC(=O)[O-])CC(=O)[O-] Ethylenediaminetetra-acetic acid, tetrasodium salt